C1=CC=C(C=C1)COC(=O)NCCCCO 4-(Z-amino)-1-butanol